1-[1-[[6-(5-chloro-3-thienyl)-3-pyridyl]methyl]-4-(cyanomethyl)-4-piperidyl]-3-(cyclopropanecarbonylamino)pyrazole-4-carboxamide ClC1=CC(=CS1)C1=CC=C(C=N1)CN1CCC(CC1)(CC#N)N1N=C(C(=C1)C(=O)N)NC(=O)C1CC1